N-(3-bromo-2-fluoro-6-((3S,5R)-3,4,5-trimethylpiperazin-1-yl)phenyl)-6-chloro-5-nitropyrimidin-4-amine BrC=1C(=C(C(=CC1)N1C[C@@H](N([C@@H](C1)C)C)C)NC1=NC=NC(=C1[N+](=O)[O-])Cl)F